1-(1-dodecyl)-3-methylimidazole C(CCCCCCCCCCC)N1CN(C=C1)C